BrC=1C=C2C(=NN(C(C2=CC1)=O)CC(=O)NC1=NC=C(C=N1)F)O[C@@H]1C[C@H](C1)F 2-[6-bromo-4-(trans-3-fluorocyclobutyl)oxy-1-oxophthalazin-2-yl]-N-(5-fluoropyrimidin-2-yl)acetamide